2-((4-cyclopentyl-5-isobutylthiazol-2-yl)amino)-5-(thiophen-2-yl)nicotinic acid C1(CCCC1)C=1N=C(SC1CC(C)C)NC1=C(C(=O)O)C=C(C=N1)C=1SC=CC1